FC(C)(F)C1=CC(=CC(=N1)NC1=CC(=NC=C1C1=NC=C(C=N1)F)NC(C)=O)C N-(4-((6-(1,1-difluoroethyl)-4-methylpyridin-2-yl)amino)-5-(5-fluoropyrimidin-2-yl)pyridin-2-yl)acetamide